(3R)-1-[2-[4-[3-[1-(5-chloropyrimidin-2-yl)-4-piperidinyl]propoxy]-2-fluoro-phenyl]acetyl]-N-[2-hydroxy-1,1-bis(hydroxymethyl)ethyl]pyrrolidine-3-carboxamide ClC=1C=NC(=NC1)N1CCC(CC1)CCCOC1=CC(=C(C=C1)CC(=O)N1C[C@@H](CC1)C(=O)NC(CO)(CO)CO)F